6-(4-((1H-indazol-5-yl)amino)-pyrimidin-2-yl)-N-(1-(pyridin-4-yl)piperidin-4-yl)-1H-indole-2-carboxamide N1N=CC2=CC(=CC=C12)NC1=NC(=NC=C1)C1=CC=C2C=C(NC2=C1)C(=O)NC1CCN(CC1)C1=CC=NC=C1